(3,3-difluoro-4-hydroxy-1-azaspiro[4.4]non-1-yl)-3-(2,2-difluorocyclopropyl)propane-1,2-dione FC1(CN(C2(C1O)CCCC2)C(C(CC2C(C2)(F)F)=O)=O)F